(S)-3-(benzyl-((R)-1-phenylethyl)amino)-3-(biphenyl-4-yl)propanoic acid tert-butyl ester C(C)(C)(C)OC(C[C@@H](C1=CC=C(C=C1)C1=CC=CC=C1)N([C@H](C)C1=CC=CC=C1)CC1=CC=CC=C1)=O